methyl (S)-2-((2-(4-(N,N-bis(4-methoxybenzyl)sulfamoyl)-2-(trifluoromethyl)phenyl)-7-methylimidazo[1,2-a]pyridin-3-yl)methyl)morpholine-4-carboxylate COC1=CC=C(CN(S(=O)(=O)C2=CC(=C(C=C2)C=2N=C3N(C=CC(=C3)C)C2C[C@H]2CN(CCO2)C(=O)OC)C(F)(F)F)CC2=CC=C(C=C2)OC)C=C1